tert-Butyl 9-[2-[4-(4-chlorophenyl)-5-(4-pyridyl)imidazol-1-yl]acetyl]-1-oxa-4,9-diazaspiro[5.5]undecane-4-carboxylate ClC1=CC=C(C=C1)C=1N=CN(C1C1=CC=NC=C1)CC(=O)N1CCC2(CN(CCO2)C(=O)OC(C)(C)C)CC1